C(C1=CC=CC=C1)(C1=CC=CC=C1)C1(C=C)C(C=CC=C1)[N+](=O)[O-] 1-benzhydryl-2-nitrostyrene